C(C1=CC=CC=C1)N1CCN(CC1)C1=CC=C(C=N1)C=1C=2N(C=C(C1)OC(C)C)N=CC2C#N 4-(6-(4-benzylpiperazin-1-yl)pyridin-3-yl)-6-isopropoxypyrazolo[1,5-a]pyridine-3-carbonitrile